methyl 4-((1-ethoxy-1-oxopropan-2-yl) thio)-3-nitrobenzoate C(C)OC(C(C)SC1=C(C=C(C(=O)OC)C=C1)[N+](=O)[O-])=O